methyl 2-(6-((tert-Butoxycarbonyl) amino) pyridin-3-yl)-2-methylpropionate C(C)(C)(C)OC(=O)NC1=CC=C(C=N1)C(C(=O)OC)(C)C